C1(=CC=CC=C1)C=1C=CC2=C(C3=CC=CC=C3N=C2C1F)C1=CC=CC=C1 3,9-diphenyl-4-fluoroacridine